2-[[8-(4-amino-3-fluoro-phenyl)-3-oxo-1H-benzo[e]isoindol-2-yl]methyl]prop-2-enamide NC1=C(C=C(C=C1)C=1C=CC2=C(C=3CN(C(C3C=C2)=O)CC(C(=O)N)=C)C1)F